C(C1=C(N)C=CC=C1)C1=C(N)C=CC=C1 2,2'-Methylenedianiline